2-(4-chlorophenyl)-3-(1-(3,4-dichlorobenzyl)-1H-pyrrol-2-yl)imidazo[1,2-a]pyridine ClC1=CC=C(C=C1)C=1N=C2N(C=CC=C2)C1C=1N(C=CC1)CC1=CC(=C(C=C1)Cl)Cl